2,2'-bis(4-fluorophenylamino)-9,9'-spirobi[9H-fluorene] FC1=CC=C(C=C1)NC1=CC=2C3(C4=CC=CC=C4C2C=C1)C1=CC=CC=C1C=1C=CC(=CC13)NC1=CC=C(C=C1)F